3-(2-amino-1-(7-(2-aminopyridin-4-yl)-4-oxoquinazolin-3(4H)-yl)ethyl)benzamide NCC(N1C=NC2=CC(=CC=C2C1=O)C1=CC(=NC=C1)N)C=1C=C(C(=O)N)C=CC1